(Z)-6-((2-(amino-methyl)-3-fluoro-allyl)oxy)-7-fluoro-N-propyl-benzo[d]thiazol-2-amine 4-methyl-benzenesulfonate CC1=CC=C(C=C1)S(=O)(=O)O.NC/C(/COC1=C(C2=C(N=C(S2)NCCC)C=C1)F)=C/F